1,1,3-tris-(dihydroxy-3-methylphenyl)propane OC1=C(C(=C(C=C1)C(CCC1=C(C(=C(C=C1)O)C)O)C1=C(C(=C(C=C1)O)C)O)O)C